4-tert-butoxyphenyl-iodonium sodium indolylacetate N1C(=CC2=CC=CC=C12)CC(=O)[O-].[Na].C(C)(C)(C)OC1=CC=C(C=C1)[IH+]